2-[(2-methoxy-4-methoxycarbonyl-6-nitro-anilino)methyl]-1,9-diazatricyclo[6.3.1.04,12]dodeca-2,4(12),5,7-tetraene-9-carboxylic acid tert-butyl ester C(C)(C)(C)OC(=O)N1C2=CC=CC=3C=C(N(CC1)C32)CNC3=C(C=C(C=C3[N+](=O)[O-])C(=O)OC)OC